C[C@H]1NC[C@@H](N(C1)C=C=O)CN1[C@@H](COCC1)C ((2R,5R)-5-methyl-2-(((R)-3-methylmorpholino)methyl)piperazin-1-yl)ethenone